N-(4-cyano-2-isopropyl-pyrazol-3-yl)carbamic acid tert-butyl ester C(C)(C)(C)OC(NC=1N(N=CC1C#N)C(C)C)=O